CC1CNC2(CCC2)C1 7-methyl-5-azaspiro[3.4]octane